COC(=O)[C@@H]1CC[C@H]2OC3(C(N21)=O)CCN(CC3)C(=O)OC(C)(C)C (5'S,7a'R)-3'-oxotetrahydro-3'H-spiro[piperidine-4,2'-pyrrolo[2,1-b]oxazole]-1,5'-dicarboxylic acid 1-(tert-butyl) ester 5'-methyl ester